ClC=1C=C2C=NC(=NC2=CC1C1CCN(CC1)C1COC1)NC=1C=NN(C1Cl)C(F)F 6-chloro-N-[5-chloro-1-(difluoromethyl)-1H-pyrazol-4-yl]-7-[1-(oxetan-3-yl)piperidin-4-yl]quinazolin-2-amine